CC1(CCC=2C(=NNC2C1)C=1NC2=CC(=CC=C2C1)C(=O)N1[C@@H](CNCC1)C)C (R)-(2-(6,6-dimethyl-4,5,6,7-tetrahydro-1H-indazol-3-yl)-1H-indol-6-yl)(2-methylpiperazin-1-yl)methanone